The molecule is an organic anion that is the conjugate base of 3-linalylflaviolin, obtained by deprotonation of the 2-hydroxy group. It is the major microspecies at pH 7.3 (according to Marvin v 6.2.0.). It has a role as a bacterial xenobiotic metabolite. It is a conjugate base of a 3-linalylflaviolin. CC(=CCCC(C)(C=C)C1=C(C2=C(C=C(C=C2O)O)C(=O)C1=O)[O-])C